5-fluoro-8-(4-fluorophenyl)-9-(5-methyl-7-oxo-4,6-diazaspiro-[2.4]hept-4-en-6-yl)-8,9-dihydro-2H-pyrido[4,3,2-de]phthalazin-3(7H)-one FC=1C=C2C=3C(=NNC(C3C1)=O)C(C(N2)C2=CC=C(C=C2)F)N2C(=NC1(CC1)C2=O)C